(2S,3S)-3-(4-(2-amino-5-(trifluoromethyl)pyrimidin-4-yl)-1H-pyrazol-1-yl)butan-2-ol NC1=NC=C(C(=N1)C=1C=NN(C1)[C@H]([C@H](C)O)C)C(F)(F)F